(Z)-3-((tert-butylamino)methylene)-6-chloro-2-((2-(4-iodophenyl)oxazol-5-yl)methyl)-7-methylbenzopyran-4-one C(C)(C)(C)N\C=C/1\C(OC2=C(C1=O)C=C(C(=C2)C)Cl)CC2=CN=C(O2)C2=CC=C(C=C2)I